N-(2,2-difluoroethyl)-1,1-dimethoxy-2-methyl-propan-2-amine FC(CNC(C(OC)OC)(C)C)F